5-(1-(3,5-dichlorophenyl)-3-(2,2-dimethyloxazolidine-3-carbonyl)-7-methoxy-4,5-dihydro-1H-benzo[g]indazol-8-yl)nicotinamide ClC=1C=C(C=C(C1)Cl)N1N=C(C=2CCC3=C(C12)C=C(C(=C3)OC)C=3C=NC=C(C(=O)N)C3)C(=O)N3C(OCC3)(C)C